trans-4-(benzyloxycarbonylamino)cyclohexylformaldehyde C(C1=CC=CC=C1)OC(=O)N[C@@H]1CC[C@H](CC1)C=O